7-[2,6-bis(2-methoxynaphthalen-1-yl)phenyl]-7-phosphadispiro[5.1.58.36]Hexadecan-15-one COC1=C(C2=CC=CC=C2C=C1)C1=C(C(=CC=C1)C1=C(C=CC2=CC=CC=C12)OC)P1C2(CCCCC2)CC(CC12CCCCC2)=O